OCC12N(CCC2C1)C(=O)OCCCC butyl 1-(hydroxymethyl)-2-azabicyclo[3.1.0]hexane-2-carboxylate